The molecule is a macrocycle isolated from a marine sediment-derived actinomycete, Streptomyces sp. It exhibits cytotoxicity against colon tumour cell lines. It has a role as a metabolite and an antineoplastic agent. It is an azaspiro compound, an oxaspiro compound, an ether, a member of pyrroles and a macrocycle. C[C@H]1C[C@@H]2CCCCCCCC3=CC=C([C@H]2[C@@]4(O1)[C@@H](CC(=N4)C5=CC=CN5)OC)N3